C(CCCCCCCCCCCCCCCCCCCCC)(=O)N behenamid